CC1=NN(C(=C1)B1OC(C(O1)(C)C)(C)C)C1OCCCC1 3-methyl-1-(tetrahydropyran-2-yl)-5-(tetramethyl-1,3,2-dioxaborolan-2-yl)-1H-pyrazole